FC1=NC(=CC=C1C=1CCN(CC1)CC=1C=NC=2C=C(C(NC2C1F)=C=O)C)C(=O)NC 2-fluoro-1'-((4-fluoro-7-methyl-6-carbonyl-5,6-dihydro-1,5-naphthyridin-3-yl)methyl)-N-methyl-1',2',3',6'-tetrahydro-[3,4'-bipyridine]-6-carboxamide